(1-{6-methyl-4-[(1-methylcyclopropyl)amino]furo[2,3-d]pyrimidine-5-carbonyl}piperidin-4-yl)benzamide CC1=C(C2=C(N=CN=C2NC2(CC2)C)O1)C(=O)N1CCC(CC1)C1=C(C(=O)N)C=CC=C1